dimethyl-2-oxo-indoline CC1(C(NC2=CC=CC=C12)=O)C